C[Si](C)(C)N([Si](C)(C)C)[Li] [Bis(trimethylsilyl)amino]lithium